3-(2-(1-(piperidin-4-yl)-1H-pyrazol-4-ylamino)pyrimidin-4-ylphenyl)cyclopropaneFormamide N1CCC(CC1)N1N=CC(=C1)NC1=NC=CC(=N1)C1=C(C=CC=C1)C1CC1C(=O)N